C1(=CC=CC=C1)N=CC=NC1=CC=CC=C1 1,2-bis(phenylimino)ethane